COC(=O)C1(CNC(C1)=O)NCC1=CC=C(C=C1)Cl 3-((4-chlorobenzyl)amino)-5-oxopyrrolidine-3-carboxylic acid methyl ester